6-(5-(5-(5-fluoropyridin-3-yl)-4,5-dihydro-1H-pyrazole-1-carbonyl)hexahydrocyclopenta[c]pyrrol-2(1H)-yl)pyrimidine-4-carboxamide FC=1C=C(C=NC1)C1CC=NN1C(=O)C1CC2C(CN(C2)C2=CC(=NC=N2)C(=O)N)C1